Benzyl (E)-6-hydroxy-5-methylhex-4-enoate OC/C(=C/CCC(=O)OCC1=CC=CC=C1)/C